tert-butyl 4-(5-fluoro-1H-indol-4-yl)piperidine-1-carboxylate FC=1C(=C2C=CNC2=CC1)C1CCN(CC1)C(=O)OC(C)(C)C